OC(CN(C(CCC(=O)OCCN1CCN(CC1)CCSSCCC(C)N(CC(CCCCCC\C=C/C\C=C/C\C=C/CC)O)CC(CCCCCC\C=C/C\C=C/C\C=C/CC)O)C)CC(CCCCCCCCCCCC)O)CCCCCCCCCCCC 2-(4-(2-((3-(Bis((9Z,12Z,15Z)-2-hydroxyoctadeca-9,12,15-trien-1-yl)amino)butyl)disulfaneyl)ethyl)piperazin-1-yl)ethyl 4-(bis(2-hydroxytetradecyl)amino)pentanoate